1-(trans-4-cyanotetrahydro-2H-pyran-3-yl)-3-((2-hydroxy-3-methyl-2H-benzo[e][1,2]oxaborinin-6-yl)amino)-1H-pyrazole-4-carboxamide C(#N)[C@H]1[C@@H](COCC1)N1N=C(C(=C1)C(=O)N)NC=1C=CC2=C(C=C(B(O2)O)C)C1